bis[5-hydroxy-5-methylbenzyl]methane OC1(CC=CC(CCCC=2C=CCC(C2)(O)C)=C1)C